N-[(3S)-3-Aminopyrrolidin-1-yl]sulfonyl-6-(2-fluoro-5-methylphenyl)-2-[(4S)-2,2,4-trimethylpyrrolidin-1-yl]pyridin-3-carboxamid N[C@@H]1CN(CC1)S(=O)(=O)NC(=O)C=1C(=NC(=CC1)C1=C(C=CC(=C1)C)F)N1C(C[C@@H](C1)C)(C)C